C(C)N1C=2N(C(N=C(C2N=C1CC#N)N1[C@H](CN([C@@H](C1)C)C(C)C1=C(C=C2C(=N1)OC(CO2)(C)C)F)C)=O)C 2-(9-ethyl-6-((2S,5R)-4-(1-(7-fluoro-3,3-dimethyl-2,3-dihydro-[1,4]dioxino[2,3-b]pyridin-6-yl)ethyl)-2,5-dimethylpiperazin-1-yl)-3-methyl-2-oxo-3,9-dihydro-2H-purin-8-yl)acetonitrile